ClC=1C=CC2=C([C@@H](CC(O2)C(=O)NC23CC(C2)(C3)N3N=CC(=C3)C(=O)N3C[Si](CC3)(C)C)O)C1 (21R,4R)-6-chloro-N-{3-[4-(3,3-dimethyl-1,3-azasilolidine-1-carbonyl)-1H-pyrazol-1-yl]bicyclo[1.1.1]pentan-1-yl}-4-hydroxy-3,4-dihydro-2H-1-benzopyran-2-carboxamide